[4-(tert-butoxycarbonyl)piperazin-1-yl]acetic acid C(C)(C)(C)OC(=O)N1CCN(CC1)CC(=O)O